ClC1(CC=C(C=C1)O)C 4-chloro-4-methylphenol